(R)-3-mercapto-2-(methoxymethoxy)propan-1-ol SC[C@@H](CO)OCOC